3-(5-(4-(((R)-3-hydroxypyrrolidin-1-yl)methyl)pyridin-2-yl)-1-oxoisoindolin-2-yl)piperidine-2,6-dione O[C@H]1CN(CC1)CC1=CC(=NC=C1)C=1C=C2CN(C(C2=CC1)=O)C1C(NC(CC1)=O)=O